(2S,6R)-2-(1-cyclopropyl-1H-pyrazol-4-yl)-4-(6,7-dimethyl-4-(1-methyl-1H-pyrazol-5-yl)pteridin-2-yl)-6-methylmorpholine C1(CC1)N1N=CC(=C1)[C@H]1CN(C[C@H](O1)C)C1=NC2=NC(=C(N=C2C(=N1)C1=CC=NN1C)C)C